(E)-2-[2-(6-chloropyrimidin-4-yloxy)phenyl]-3-methoxy-acrylic acid methyl ester COC(\C(=C\OC)\C1=C(C=CC=C1)OC1=NC=NC(=C1)Cl)=O